C(CCC)\C(=C(/C(=O)O)\CCCC)\C(=O)O.C(=C)Cl vinyl chloride dibutyl-fumarate